cis-7-Methyl-2-(pyridin-2-yl)-N-(3,4,5-trifluorophenyl)-2,3,3a,4,10,10a-hexahydro-1H,7H-dipyrrolo[3,4-b:3',4'-f][1,4,5]oxathiazocin-8-carboxamid-5,5-dioxid CN1C(=C2OC[C@@H]3[C@H](NS(C2=C1)(=O)=O)CN(C3)C3=NC=CC=C3)C(=O)NC3=CC(=C(C(=C3)F)F)F